N1=CC=C(C2=C1NC1=C(O2)C=CC=C1)OC1=CC=C(C=C1)NC(=O)C1(CC1)C(=O)NC1=CC=C(C=C1)F N-(4-((10H-benzo[b]pyrido[2,3-e][1,4]oxazin-4-yl)oxy)phenyl)-N'-(4-fluorophenyl)cyclopropane-1,1-dicarboxamide